5-(1-(1-(7-fluoro-quinolin-6-yl)-ethyl)-1H-imidazo[4,5-b]pyrazin-6-yl)-pyridin-2-amine FC1=C(C=C2C=CC=NC2=C1)C(C)N1C=NC=2C1=NC(=CN2)C=2C=CC(=NC2)N